COC=1C=C(C=CC1OC)C=1CCN(C1)C 4-(3,4-dimethoxyphenyl)-1-methyl-2,3-dihydropyrrole